(S)-1'-(6-amino-5-((4-chloropyridin-3-yl)thio)pyrazin-2-yl)-5,7-dihydrospiro[cyclopenta[b]pyridine-6,4'-piperidin]-5-amine NC1=C(N=CC(=N1)N1CCC2(CC1)[C@@H](C=1C(=NC=CC1)C2)N)SC=2C=NC=CC2Cl